BrC1=NN=C(S1)N1CC2N(C(C1)C2)C(=O)OC(C)(C)C tert-butyl 3-(5-bromo-1,3,4-thiadiazol-2-yl)-3,6-diazabicyclo[3.1.1]heptane-6-carboxylate